(2-cyanophenyl)-1-hydroxy-4-methyl-1H-imidazole-5-carboxylic acid C(#N)C1=C(C=CC=C1)C=1N(C(=C(N1)C)C(=O)O)O